3-(5-(2,3-Dihydrothieno[3,4-b][1,4]Dioxin-5-yl)-3-hydroxypicolinamido)-2,2-Dimethylpropanoic acid O1C=2C(OCC1)=C(SC2)C=2C=C(C(=NC2)C(=O)NCC(C(=O)O)(C)C)O